N-(3-((S)-1-((4-methyl-4H-1,2,4-triazol-3-yl)thio)ethyl)phenyl)-4-((R)-2-methylpyrrolidine-1-carbonyl)picolinamide CN1C(=NN=C1)S[C@@H](C)C=1C=C(C=CC1)NC(C1=NC=CC(=C1)C(=O)N1[C@@H](CCC1)C)=O